OC1=C(C=2N(C=C1)N=C(C2)C(=O)NC2(CCS(CC2)(=O)=O)C)C 5-hydroxy-4-methyl-N-(4-methyl-1,1-dioxidotetrahydro-2H-thiopyran-4-yl)pyrazolo[1,5-a]pyridine-2-carboxamide